(S)-N-(2-chloro-6-fluorophenyl)-4-(5-cyclopropyl-6-(hydroxymethyl)pyridin-2-yl)-5-fluoro-2-((1,1,1-trifluoropropan-2-yl)oxy)benzamide ClC1=C(C(=CC=C1)F)NC(C1=C(C=C(C(=C1)F)C1=NC(=C(C=C1)C1CC1)CO)O[C@H](C(F)(F)F)C)=O